CNC(=O)C1=CNC2=C1N=CN=C2NCC2=CC=C(C=C2)P(O)(O)=O 4-([[7-(methylcarbamoyl)-5H-pyrrolo[3,2-d]pyrimidin-4-yl]amino]-methyl)phenylphosphonic acid